2-(dimethylamino)ethanethiol HCl Cl.CN(CCS)C